[Cl-].C(C)(C)OC(=O)OC(C(=O)OC1CC2CCC(C1)[N+]21CCCC1)(C1=CC=CC=C1)C1=CC=CC=C1 3-(2-((isopropoxycarbonyl)oxy)-2,2-diphenylacetoxy)spiro[bicyclo[3.2.1]octane-8,1'-pyrrolidin]-8-ium chloride